C(C)(C)(C)OC(=O)NCCC(=O)NCC(C(=O)OC)O Methyl 3-(3-{[(tert-butoxy) carbonyl] amino} propionylamino)-2-hydroxypropionate